O=C1NC(CCC1N1C(C2=CC=CC(=C2C1=O)NCCCCCCCNC(OCC1=CC=CC=C1)=O)=O)=O benzyl (7-((2-(2,6-dioxopiperidin-3-yl)-1,3-dioxoisoindolin-4-yl)amino)heptyl)carbamate